Ethyl 3-{1-[2-(dimethylamino)ethyl]-4-methyl-1H-benzotriazol-5-yl}-3-(7-{[(2R)-2-ethyl-7-hydroxy-2,3-dihydropyrido[2,3-f][1,4]oxazepin-4(5H)-yl]methyl}-1-benzothiophen-5-yl)propanoate CN(CCN1N=NC2=C1C=CC(=C2C)C(CC(=O)OCC)C=2C=C(C1=C(C=CS1)C2)CN2C[C@H](OC1=C(C2)N=C(C=C1)O)CC)C